NC=1C2=C(N=CN1)C(=CS2)C(=O)NC2=C1C=CN=C(C1=CC=C2C)CC2=C(C(=CC=C2)Cl)F 4-Amino-N-(1-(3-chloro-2-fluorobenzyl)-6-methylisoquinolin-5-yl)thieno[3,2-d]pyrimidine-7-Formamide